C(C)(=O)C1=CC(=C(C=C1)CC(=O)OCC)OCC=1C=C(C2=C(C=CO2)C1F)C1=CC(=CC=C1)CN ethyl 2-(4-acetyl-2-((7-(3-(aminomethyl)phenyl)-4-fluorobenzofuran-5-yl)methoxy)phenyl)acetate